3-((3-acrylamidopropyl) dimethyl ammonio)-2-hydroxypropane-1-sulfonate C(C=C)(=O)NCCC[N+](CC(CS(=O)(=O)[O-])O)(C)C